2-(benzyloxy)-6-((7-(benzyloxy)-6-methoxy-1,2,3,4-tetrahydroisoquinolin-1-yl-3,3-d)Methyl)-3-methoxybenzyl acetate C(C)(=O)OCC1=C(C(=CC=C1CC1NC(CC2=CC(=C(C=C12)OCC1=CC=CC=C1)OC)([2H])[2H])OC)OCC1=CC=CC=C1